2-(3-methylsulfanyl-5-trifluoromethylpyridin-2-yl)-3-methyl-6-trifluoromethylpyridin CSC=1C(=NC=C(C1)C(F)(F)F)C1=NC(=CC=C1C)C(F)(F)F